ISOXAZOLINCARBOXAMID O1N=C(CC1)C(=O)N